Cl.ClC=1C=C(C(=C(C1)O)C1=CC2=C(N=N1)N(C=C2)CCN(C)C)C 5-Chloro-2-{7-[2-(dimethylamino)ethyl]-7H-pyrrolo[2,3-c]pyridazin-3-yl}-3-methylphenol hydrochloride